4-chloro-N-(3,4-dimethylphenyl)-3-(indoline-1-carbonyl)benzenesulfonamide ClC1=C(C=C(C=C1)S(=O)(=O)NC1=CC(=C(C=C1)C)C)C(=O)N1CCC2=CC=CC=C12